ClCC(C)C chloro-isobutane